tris(2-propylhexyl) 4,4',4''-(1,3,5-triazine-2,4,6-triyltriimino)tribenzoate N1=C(N=C(N=C1NC1=CC=C(C(=O)OCC(CCCC)CCC)C=C1)NC1=CC=C(C(=O)OCC(CCCC)CCC)C=C1)NC1=CC=C(C(=O)OCC(CCCC)CCC)C=C1